N-((3S,4R)-1-acetyl-4-((7-(2,6-dichloro-3,5-dimethoxyphenyl)-5-(((tetrahydrofuran-2-yl)methyl)amino)-2,6-naphthyridin-3-yl)amino)pyrrolidin-3-yl)acrylamide C(C)(=O)N1C[C@@H]([C@@H](C1)NC=1N=CC2=CC(=NC(=C2C1)NCC1OCCC1)C1=C(C(=CC(=C1Cl)OC)OC)Cl)NC(C=C)=O